FC(C)(F)C1=NC(=CC(=N1)NC1=CC(=NC=C1OC[C@@H]1NC(CC1)=O)NC(C)=O)C (R)-N-(4-((2-(1,1-difluoroethyl)-6-methylpyrimidin-4-yl)amino)-5-((5-oxopyrrolidin-2-yl)methoxy)pyridin-2-yl)acetamide